1-(3-chloropyridin-2-yl)-1H-pyrazol-3-amine ClC=1C(=NC=CC1)N1N=C(C=C1)N